(2S,4S)-1-[2-[4-[(2-Bromo-4-pyridyl)amino]-1-piperidyl]acetyl]-4-fluoro-pyrrolidin-2-carbonitril BrC1=NC=CC(=C1)NC1CCN(CC1)CC(=O)N1[C@@H](C[C@@H](C1)F)C#N